3-(4-(3,3-difluorocyclobutyl)piperazin-1-yl-3-oxoprop-1-en-1-yl)-7-hydroxy-2-methyl-4-neopentyl-5-oxo-4,5-dihydropyrazolo[1,5-a]pyrimidine-6-carboxamide FC1(CC(C1)N1CCN(CC1)C(C=CC=1C(=NN2C1N(C(C(=C2O)C(=O)N)=O)CC(C)(C)C)C)=O)F